BrC1=CC=C(S1)[C@H]1N([C@@H](CC2=C1NC1=CC=CC=C21)C)CC(CO[Si](C2=CC=CC=C2)(C2=CC=CC=C2)C(C)(C)C)(F)F (1S,3R)-1-(5-Bromothiophen-2-yl)-2-(3-((tert-butyldiphenylsilyl)oxy)-2,2-difluoropropyl)-3-methyl-2,3,4,9-tetrahydro-1H-pyrido[3,4-b]indole